O=C1NC(CCC1C1=NN(C2=C(C=CC=C12)OCC(=O)N1CCN(CC1)C(=O)C1=CC(=NN1C)C(=O)OC)C)=O methyl 5-(4-(2-((3-(2,6-dioxopiperidin-3-yl)-1-methyl-1H-indazol-7-yl)oxy)acetyl)piperazine-1-carbonyl)-1-methyl-1H-pyrazole-3-carboxylate